ClC1=C(OC=2C(=C(N(C(C2C)=O)C)NC2=C(C=C(C=C2)I)F)C(=O)NC2CC2)C=CC=C1NS(NC)(=O)=O 4-{2-chloro-3-[(methylsulfamoyl)amino]phenoxy}-N-cyclopropyl-2-[(2-fluoro-4-iodophenyl)amino]-1,5-dimethyl-6-oxopyridine-3-carboxamide